CNC(=O)C1=CC=C(C=C1)C=1C=C(C(NC1C(F)(F)F)=O)C(=O)N 5-(4-(methylcarbamoyl)phenyl)-2-oxo-6-(trifluoromethyl)-1,2-dihydropyridine-3-carboxamide